2,3-bis[(Z)-octadec-9-enoxy]propanoic acid C(CCCCCCC\C=C/CCCCCCCC)OC(C(=O)O)COCCCCCCCC\C=C/CCCCCCCC